N-((8-fluoro-1,2,3,5,6,7-hexahydro-s-indacen-4-yl)carbamoyl)-4-(1-hydroxyethyl)-5-(piperazin-1-ylmethyl)furan-2-sulfonamide FC=1C=2CCCC2C(=C2CCCC12)NC(=O)NS(=O)(=O)C=1OC(=C(C1)C(C)O)CN1CCNCC1